C(=O)(O)C1=C(C=C(C(=O)OCCC)C#N)C=CC=C1O n-propyl 2-carboxy-3-hydroxy-α-cyanocinnamate